tert-butyl 3-(2-tert-butylthio-5-oxo-8,8-dimethyl-7,8-dihydropyrido[4,3-d]pyrimidin-6(5H)-yl)propanoate C(C)(C)(C)SC=1N=CC2=C(N1)C(CN(C2=O)CCC(=O)OC(C)(C)C)(C)C